COC1=C(C=NC=2N(C(N(C(C21)=O)CC(=O)NCC2OCCC2)=O)C)C 1,4-Dihydro-5-methoxy-1,6-dimethyl-2,4-dioxo-N-[(tetrahydro-2-furanyl)methyl]pyrido[2,3-d]pyrimidine-3(2H)-acetamide